(5S,8S)-8-((2-chloroacetamido)methyl)-N-(2,4-dichlorobenzyl)-5-fluoro-8-hydroxy-5,6,7,8-tetrahydroquinoline-5-carboxamide ClCC(=O)NC[C@]1(CC[C@](C=2C=CC=NC12)(C(=O)NCC1=C(C=C(C=C1)Cl)Cl)F)O